CC1(CN(CC1)C=1C=C(C=C(C1F)F)[C@H]1[C@@H](C1)C=1C=NC(=NC1)C1=NC=CC=N1)C trans-5-(2-(3-(3,3-Dimethylpyrrolidin-1-yl)-4,5-difluorophenyl)cyclopropyl)-2,2'-bipyrimidine